C(C)(C)(C)OC(N[C@H](CC=C)C1=NC=CC(=C1)C1=C(C=NN1C(F)F)N)=O (R)-(1-(4-(4-amino-1-(difluoromethyl)-1H-pyrazol-5-yl)pyridin-2-yl)but-3-en-1-yl)carbamic acid tert-butyl ester